(3S,4R)-3-fluoro-1-(4-((8-((2S,3R)-3-fluoro-2-methylazetidin-1-yl)-5-isopropyl-2,7-naphthyridin-3-yl)amino)pyrimidin-2-yl)-3-methylpiperidin-4-ol F[C@]1(CN(CC[C@H]1O)C1=NC=CC(=N1)NC=1N=CC2=C(N=CC(=C2C1)C(C)C)N1[C@H]([C@@H](C1)F)C)C